COC(=O)C=1SC(=C(N1)C)C 4,5-Dimethylthiazole-2-carboxylic acid methyl ester